COC1=C(C=CC(=C1)OC)CNC1=CN=NC2=CC(=CC=C12)B(O)O [4-[(2,4-Dimethoxyphenyl)methylamino]cinnolin-7-yl]boronic acid